N1,N2-bis((1H-benzo[d]imidazol-2-yl)methyl)-N1,N2-dimethylethane-1,2-diamine N1C(=NC2=C1C=CC=C2)CN(CCN(C)CC2=NC1=C(N2)C=CC=C1)C